N,N-dimethyl-4-(6-((2-oxo-1,2-dihydro-pyridin-4-yl)amino)pyridin-3-yl)benzamide CN(C(C1=CC=C(C=C1)C=1C=NC(=CC1)NC1=CC(NC=C1)=O)=O)C